2-methyl-5-Fluorobenzyl bromide CC1=C(CBr)C=C(C=C1)F